FC=1C(=C(C(=O)O)C=CC1F)NC1=C(C=C(C=C1)I)F 3,4-difluoro-2-[(2-fluoro-4-iodophenyl)amino]benzoic acid